BrC1=C(C=CC(=C1)F)/C=C/C(=O)OC methyl (E)-3-(2-bromo-4-fluorophenyl)acrylate